5-(2-Fluoro-6-methoxyphenyl)-3-(3-(4-methylpiperazin-1-yl)phenyl)-1H-pyrazolo[4,3-c]pyridazin-6(5H)-on FC1=C(C(=CC=C1)OC)N1N=C2C(=CC1=O)NN=C2C2=CC(=CC=C2)N2CCN(CC2)C